1,4-bis[(3-(3-amino-2-hydroxy-propyl)-palmitylamino)-2-hydroxypropyl]-piperazine NCC(CC(CCNCC(CN1CCN(CC1)CC(CNCCC(CCCCCCCCCCCCC)CC(CN)O)O)O)CCCCCCCCCCCCC)O